6-((2,2-dimethyltetrahydro-2H-pyran-4-yl)oxy)quinoline-4-carboxylate CC1(OCCC(C1)OC=1C=C2C(=CC=NC2=CC1)C(=O)[O-])C